ClC1=C(CN(C(C2=CC(=CC=C2)F)=O)C(C)C=2C=NC=CC2)C=CC(=C1)Cl N-(2,4-dichlorobenzyl)-3-fluoro-N-(1-(pyridin-3-yl)ethyl)benzamide